3-(bromomethyl)-1,8-dihydroxyanthracene-9,10-dione BrCC=1C=C(C=2C(C3=C(C=CC=C3C(C2C1)=O)O)=O)O